FC=1C=C(C=2N(C1)C(=C(N2)C#CCNC=2C=C(C(=O)NC)C=CC2OC)SC(F)(F)F)N[C@H]2[C@H](CN(CC2)C)F 3-((3-(6-fluoro-8-(((3S,4R)-3-fluoro-1-methylpiperidin-4-yl)amino)-3-((trifluoromethyl)thio)imidazo[1,2-a]pyridin-2-yl)prop-2-yn-1-yl)amino)-4-methoxy-N-methylbenzamide